P(O)(F)F.C(C)C1C[C@H](NC1=O)COC1=NC=CC2=CC(=C(C=C12)OC(C)C)C(=O)N 1-{[(2S)-4-ethyl-5-oxopyrrolidin-2-yl]methoxy}-7-(prop-2-yloxy)isoquinoline-6-carboxamide phosphorodifluoridite